4-(Difluoromethyl)-6-(5-(2-(dimethylamino)ethyl)-2,3-difluorophenethyl)pyridin-2-amine hydrochloride Cl.FC(C1=CC(=NC(=C1)CCC1=C(C(=CC(=C1)CCN(C)C)F)F)N)F